C(C)(C)(C)OC(=O)N1CCN(CC1)C(=O)C1=CC2=C(S1)C=C(C(=C2)OC(F)F)B2OC(C(O2)(C)C)(C)C 4-[5-Difluoromethoxy-6-(4,4,5,5-tetramethyl-[1,3,2]dioxaborolan-2-yl)-benzo[b]thiophene-2-carbonyl]-piperazine-1-carboxylic acid tert-butyl ester